N-[3-chloro-1-(3-pyridyl)-1H-pyrazol-4-yl]-N-ethyl-3-[(3,3,3-trifluoropropyl)thio]-propionamide ClC1=NN(C=C1N(C(CCSCCC(F)(F)F)=O)CC)C=1C=NC=CC1